COC=1N=CC=C2C=CC(=NC12)NC1=CC=C(C=C1)C(C)=O (4-((8-methoxy-1,7-naphthyridin-2-yl)amino)phenyl)ethanone